8-chloro-7-((7-fluoro-2-methyl-1H-benzo[d]imidazol-6-yl)oxy)-2-(1H-pyrazol-4-yl)quinoxaline ClC=1C(=CC=C2N=CC(=NC12)C=1C=NNC1)OC=1C=CC2=C(NC(=N2)C)C1F